7-{2,8-dimethylimidazo[1,2-b]pyridazin-6-yl}-5-fluoro-3-(pyrrolidin-3-yl)quinazolin-4-one CC=1N=C2N(N=C(C=C2C)C2=CC(=C3C(N(C=NC3=C2)C2CNCC2)=O)F)C1